P(O)(=O)(OP(=O)(O)OP(=O)(O)O)OC[C@@H]1[C@H](C[C@@H](O1)N1C=NC=2C(N)=NC=NC12)O 2'-deoxy adenosine-5'-triphosphate